4,4'-Dimethyl-6-(1-methyl-1H-pyrazol-4-yl)-1'H-1,6'-bipyrazolo[4,3-c]pyridine CC1=NC(=CC2=C1C=NN2C2=CC1=C(C(=N2)C)C=NN1)C=1C=NN(C1)C